C(\C=C\C=C\C)OC(C=C)=O Sorbylacrylat